C[Si](C)(C)CC(CCC[Li])N 4-trimethylsilylmethyl-aminobutyllithium